(S)-N,N-dibenzyl-2-cyclopropoxypropan-1-amine C(C1=CC=CC=C1)N(C[C@H](C)OC1CC1)CC1=CC=CC=C1